CC1=CC=C(C=C1)OCC1=CC=C(C=C1)C 1-methyl-4-((4-methylbenzyl)oxy)benzene